difluoroacetamide oxime FC(C(N)=NO)F